2-{[2-(2-fluorophenyl)-5H-pyrrolo[3,2-c]pyridin-5-yl]methyl}-6-methyl-1,3-benzothiazole FC1=C(C=CC=C1)C1=CC2=CN(C=CC2=N1)CC=1SC2=C(N1)C=CC(=C2)C